tert-butyl benzyl(1-hydroxypentan-3-yl)carbamate C(C1=CC=CC=C1)N(C(OC(C)(C)C)=O)C(CCO)CC